CC1=CNC2=NC=C(C=C21)C2=CC(=C1CCN(CC1=C2)C(CC2CCOCC2)=O)[C@H]2NCCC2 1-[7-(3-methyl-1H-pyrrolo[2,3-b]pyridin-5-yl)-5-[(2S)-tetrahydro-1H-pyrrol-2-yl]-1,2,3,4-tetrahydroisoquinolin-2-yl]-2-(3,4,5,6-tetrahydro-2H-pyran-4-yl)ethan-1-one